N-(4-(3,4-dihydroisoquinolin-2(1H)-yl-7-d)-2-(ethylsulfanyl)-6-methylphenyl)-3,3-dimethylbutyramide C1N(CCC2=CC=C(C=C12)[2H])C1=CC(=C(C(=C1)C)NC(CC(C)(C)C)=O)SCC